COC(C(C)(OC=CCC1=CC=CC=C1)C)=O.OCC=1OC(=CC1)CO 2,5-bis-(hydroxymethyl)furan methyl-2-methyl-2-((3-phenylprop-1-en-1-yl)oxy)propanoate